1-(6-(4-isopropyl-4H-1,2,4-triazol-3-yl)pyridin-2-yl)-3-(3-(pyridin-4-yl)phenyl)imidazolidin-2-one C(C)(C)N1C(=NN=C1)C1=CC=CC(=N1)N1C(N(CC1)C1=CC(=CC=C1)C1=CC=NC=C1)=O